(4-fluorophenyl)(4-((1-methylpiperidin-4-yl)amino)-2-((4-morpholinophenyl)amino)-7H-pyrrolo[2,3-d]pyrimidin-5-yl)methanone FC1=CC=C(C=C1)C(=O)C1=CNC=2N=C(N=C(C21)NC2CCN(CC2)C)NC2=CC=C(C=C2)N2CCOCC2